2-(5-(Tert-butyl)-4'-chloro-3'-nitro-[1,1'-biphenyl]-2-yl)acetic acid methyl ester COC(CC1=C(C=C(C=C1)C(C)(C)C)C1=CC(=C(C=C1)Cl)[N+](=O)[O-])=O